tert-butyl (2-(2-(2-(2-((2,4-dinitrophenyl)amino)ethoxy)ethoxy)ethoxy)ethyl)carbamate [N+](=O)([O-])C1=C(C=CC(=C1)[N+](=O)[O-])NCCOCCOCCOCCNC(OC(C)(C)C)=O